methyl 5-(8-bromoisoquinolin-3-yl)picolinate BrC=1C=CC=C2C=C(N=CC12)C=1C=CC(=NC1)C(=O)OC